3,5-dibromo-4-pyrrolidinylpyridine BrC=1C=NC=C(C1N1CCCC1)Br